1-(9-bromo-6,7-dichloro-3,4-dihydro-1H-pyrazino[1,2-a]indol-2-yl)ethanone BrC=1C=2C=C3N(C2C(=C(C1)Cl)Cl)CCN(C3)C(C)=O